C(C)C(C(=O)[O-])CCCC.[Ti+4].C(C)C(C(=O)[O-])CCCC.C(C)C(C(=O)[O-])CCCC.C(C)C(C(=O)[O-])CCCC titanium(IV) 2-ethylhexanoate